FC(OC1=C(C(=O)NC2=CC3=NC4=C(C=CC=C4C3=CC=C2)N(CC)CC)C=CC=C1)(F)F 7-(2-trifluoromethoxybenzoyl)amino-4-(diethyl)aminocyclohepta[7,6-b]indole